[7-[(1-methylpyrazolo[3,4-b]pyridin-5-yl)amino]-1-oxo-isoindolin-2-yl]acetic acid CN1N=CC=2C1=NC=C(C2)NC=2C=CC=C1CN(C(C21)=O)CC(=O)O